N1(CCCCCC1)C1=NC(=NC2=C(C(=CC(=C12)Cl)N1CCCC2=CC=CC(=C12)Cl)F)OCC12CCCN2CCC1 4-(azepan-1-yl)-5-chloro-7-(8-chloro-3,4-dihydroquinolin-1(2H)-yl)-8-fluoro-2-((tetrahydro-1H-pyrrolizin-7a(5H)-yl)methoxy)quinazoline